FC=1C=C(C=C(C1)F)C(C(=O)NC1=CC(=C(C=C1)C=1C=NC=C(C(=O)NC(C)C)C1)C)O 5-(4-(2-(3,5-difluorophenyl)-2-hydroxyacetamido)-2-methyl-phenyl)-N-isopropylnicotinamide